O1CCN(CC1)C=1C=CC(=NC1)NC1=CC(=NC=N1)NC=1SC2=C(N1)C1(NC2=O)CCCCC1 2'-((6-((5-morpholinopyridin-2-yl)amino)pyrimidin-4-yl)amino)spiro[cyclohexane-1,4'-pyrrolo[3,4-d]thiazol]-6'(5'H)-one